OCCOC=1C=C(C=CC1)N1C=NC2=CC=CC=C2C1 3-(3-(2-hydroxyethoxy)phenyl)-3,4-dihydroquinazolin